Cl.N1CC(C1)NC(=O)C1CCN(CC1)C1=NC=C(C=N1)C=1C=CC=2N(C1)C(=C(N2)CC)N(C)C=2SC(=C(N2)C2=CC=C(C=C2)F)C#N N-(azetidin-3-yl)-1-(5-(3-((5-cyano-4-(4-fluorophenyl)thiazol-2-yl)(methyl)amino)-2-ethylimidazo[1,2-a]pyridin-6-yl)pyrimidin-2-yl)piperidine-4-carboxamide hydrochloride